O(C1=CC=CC=C1)C1=CC=C(C=C1)C1=NN2C(NC3=C(CC2)C=CC(=C3)C3CCNCC3)=C1C(=O)N 2-(4-phenoxyphenyl)-6-(piperidin-4-yl)-9,10-dihydro-4H-benzo[d]pyrazolo[1,5-a][1,3]diazepine-3-carboxamide